C(#N)COC1=CC2=C(N=C(O2)C2=C(C#N)C(=CC=C2)C2=CC3=C(OCCO3)C=C2)C=C1C=O 2-[6-(cyanomethoxy)-5-formyl-1,3-benzoxazol-2-yl]-6-(2,3-dihydro-1,4-benzodioxin-6-yl)benzonitrile